6,6'-(((pyridine-2,6-diylbis(methylene))bis((carboxymethyl)azanediyl))bis(methylene))-dipicolinic acid N1=C(C=CC=C1CN(CC(=O)O)CC1=CC=CC(=N1)C(=O)O)CN(CC(=O)O)CC1=CC=CC(=N1)C(=O)O